C(C)N1C(=CC=2N=NC(=CC21)C2=C(C=CC=C2)O)C2CCN(CC2)C(=O)OC(C)(C)C tert-butyl 4-[5-ethyl-3-(2-hydroxyphenyl)pyrrolo[3,2-c]pyridazin-6-yl]piperidine-1-carboxylate